FC=1C=C(CNC(C2=CC=C(C=C2)N2N=C(CC2=O)CC2=C(C=C(C=C2)F)F)=O)C=C(C1)F N-(3,5-difluorobenzyl)-4-(3-(2,4-difluorobenzyl)-5-oxo-4,5-dihydro-1H-pyrazol-1-yl)benzamide